FC(/C=C/[C@H]1[C@@H](C[C@@H]2OC[C@H](CC[C@@H]21)CCCC(=O)O)O)(COC2=C(C=CC=C2)F)F 4-{(3S,5aR,6R,7R,8aS)-6-[(1E)-3,3-difluoro-4-(2-fluorophenoxy)-1-buten-1-yl]-7-hydroxyoctahydro-2H-cyclopenta[b]oxepin-3-yl}butanoic acid